FC(OC=1C=C(OC2=CC=C(C=N2)N)C=CC1)(F)F 6-[3-(trifluoromethoxy)phenoxy]pyridin-3-amine